BrC=1C(=C(N(CC2=CC=C(C=C2)OC)CC2=CC=C(C=C2)OC)C=CC1F)F 3-bromo-2,4-difluoro-N,N-bis[(4-methoxyphenyl)methyl]aniline